N[C@@H](C(=O)N(C)CC(=O)OCC)C1=C(C=CC=C1)C ethyl 2-[(2R)-2-amino-N-methyl-2-(2-methylphenyl)acetamido]acetate